N-(benzo[d][1,3]dioxol-5-yl)-N-(4-(5-(difluoromethyl)-1,3,4-oxadiazol-2-yl)-2-fluorobenzyl)methanesulfonamide O1COC2=C1C=CC(=C2)N(S(=O)(=O)C)CC2=C(C=C(C=C2)C=2OC(=NN2)C(F)F)F